6-[[3-(1,1-difluoropropyl)-2-pyridyl]oxy]-N-(4-methyl-1,1-dioxo-thian-4-yl)imidazo[1,2-a]pyridine-2-carboxamide FC(CC)(F)C=1C(=NC=CC1)OC=1C=CC=2N(C1)C=C(N2)C(=O)NC2(CCS(CC2)(=O)=O)C